ClC1=CC(=C2C(=N1)C(CC2)=O)C(F)(F)F 2-chloro-4-(trifluoromethyl)-5,6-dihydrocyclopenta[2,1-b]pyridin-7-one